(R)-1-(4-(3-bromo-2-methylphenoxy)butyl)pyrrolidin-3-ol BrC=1C(=C(OCCCCN2C[C@@H](CC2)O)C=CC1)C